ClC=1C(=CC=2N(C1)C(=CN2)C2=NC=CC(=N2)N2C[C@H](N(CC2)C2CC2)C(=O)N)F (S)-4-(2-(6-chloro-7-fluoroimidazo[1,2-a]pyridin-3-yl)pyrimidin-4-yl)-1-cyclopropylpiperazine-2-carboxamide